FC(OC=1C=CC(=NC1)C=O)F 5-(difluoromethoxy)pyridine-2-carbaldehyde